N-(4-(4-amino-7-(1-(2-hydroxyethyl)-1H-pyrazol-4-yl)pyrrolo[2,1-f][1,2,4]triazin-5-yl)-2-methoxyphenyl)ethanesulfonamide NC1=NC=NN2C1=C(C=C2C=2C=NN(C2)CCO)C2=CC(=C(C=C2)NS(=O)(=O)CC)OC